(S)-(4-(4-fluoropyrazolo[1,5-a]pyridin-2-yl)-6,7-dihydro-1H-imidazo[4,5-c]pyridin-5(4H)-yl)(2-(2-hydroxypropan-2-yl)oxazol-5-yl)methanone FC=1C=2N(C=CC1)N=C(C2)[C@H]2N(CCC1=C2N=CN1)C(=O)C1=CN=C(O1)C(C)(C)O